5-Ethyl-6-fluoro-4-(8-fluoro-2-(((2R,7aS)-2-fluorotetrahydro-1H-pyrrolizin-7a(5H)-yl)methoxy)-4-(5-oxa-8-azaspiro[3.5]nonan-8-yl)pyrido[4,3-d]pyrimidin-7-yl)naphthalen-2-ol C(C)C1=C2C(=CC(=CC2=CC=C1F)O)C1=C(C=2N=C(N=C(C2C=N1)N1CCOC2(CCC2)C1)OC[C@]12CCCN2C[C@@H](C1)F)F